CN(CCOC1=C(C=C(C=C1C)NC1=NC=2C3=C(CCC2C=N1)C=CC(=C3)OC)C)C N-{4-[2-(dimethylamino)ethoxy]-3,5-dimethyl-phenyl}-9-methoxy-5H,6H-benzo[h]quinazolin-2-amine